(R)-5-(2-(dimethylamino)ethoxy)-2-methyl-N-(1-(2-(1-(2,2,2-trifluoroethyl)-1H-pyrazol-4-yl)quinolin-4-yl)ethyl)benzamide CN(CCOC=1C=CC(=C(C(=O)N[C@H](C)C2=CC(=NC3=CC=CC=C23)C=2C=NN(C2)CC(F)(F)F)C1)C)C